4-[3-[2,6-Dichloro-4-(1-methyl-pyrazol-4-yl)oxybenzoyl]-2,4-dihydro-1,3-benzoxazin-8-yl]-5-fluoro-2-morpholin-4-ylbenzoic acid ClC1=C(C(=O)N2COC3=C(C2)C=CC=C3C3=CC(=C(C(=O)O)C=C3F)N3CCOCC3)C(=CC(=C1)OC=1C=NN(C1)C)Cl